2-[3-(1-Methylcyclopropyl)-5-(trifluoromethyl)pyrazol-1-yl]acetic acid CC1(CC1)C1=NN(C(=C1)C(F)(F)F)CC(=O)O